(6Ar,10aR)-6,6,9-trimethyl-3-(2-phenylpropan-2-yl)-6a,7,10,10a-tetrahydrobenzo[c]chromen-1-ol CC1(OC=2C=C(C=C(C2[C@H]2[C@H]1CC=C(C2)C)O)C(C)(C)C2=CC=CC=C2)C